(S*)-(7-chloro-10,11-dihydrobenzo[6,7]oxepino[3,2-b]pyridin-11-yl)methanamine ClC1=CC2=C(C[C@H](C3=NC=CC=C3O2)CN)C=C1 |o1:6|